(4-azido-2,3,5,6-tetrafluorophenyl) methyl-4-nitrophenyl carbonate C(OC1=C(C(=C(C(=C1F)F)N=[N+]=[N-])F)F)(OC1=C(C=C(C=C1)[N+](=O)[O-])C)=O